1-(3-{[8-methoxy-4-(oxolan-3-yl)-1H,2H,3H-cyclopenta[c]quinolin-7-yl]oxy}propyl)pyrrolidine formate C(=O)O.COC1=CC=2C3=C(C(=NC2C=C1OCCCN1CCCC1)C1COCC1)CCC3